2-(4-chlorophthalazin-1-yl)-2-(2-methylpyridin-4-yl)acetonitrile ClC1=NN=C(C2=CC=CC=C12)C(C#N)C1=CC(=NC=C1)C